Ethyl-2-(4-((tert-butoxycarbonyl)amino)phenyl)thiazole C(C)C=1N=C(SC1)C1=CC=C(C=C1)NC(=O)OC(C)(C)C